2-((2R,3R)-3-(2-cyanophenyl)-3-(1,3-dimethyl-1H-pyrazol-4-yl)-1,1,1-trifluoropropan-2-yl)-5-hydroxy-N-(isoxazol-4-yl)-1-methyl-6-oxo-1,6-dihydropyrimidine-4-carboxamide C(#N)C1=C(C=CC=C1)[C@@H]([C@@H](C(F)(F)F)C=1N(C(C(=C(N1)C(=O)NC=1C=NOC1)O)=O)C)C=1C(=NN(C1)C)C